ClC1=NC=CC(=C1)OC1=C(C=C(C=C1F)CO)F [4-[(2-chloro-4-pyridyl)oxy]-3,5-difluoro-phenyl]methanol